BrC1=C(C(=C(C(=C1F)[2H])[2H])[2H])F 2-bromo-1,3-difluorobenzene-4,5,6-d3